C12C(CC(C=C1)C2)CC2=CC=CC1=CC=C(C=C21)C (bicyclo[2.2.1]hept-5-en-2-ylmethyl)-7-methylnaphthalene